NC(CC1(C(=NN(C1)S(=O)(=O)N1CCCCC1)C1=CC=C(C=C1)Cl)C1=CC=CC=C1)=O 2-Amino-2-oxoethyl-3-(4-chlorophenyl)-4-phenyl-N-(piperidin-1-ylsulfonyl)-4,5-dihydro-1H-pyrazole